1-((R,6S)-2,2,6-trimethylcyclohexyl)-3-hexanyl Anisate C(C1=CC=C(C=C1)OC)(=O)OC(CC[C@H]1C(CCC[C@@H]1C)(C)C)CCC